C(C)(C)C1=C(C=CC=C1)C1=NC=C2NC(N(C2=N1)CC1=CC=C(C=C1)N1N=C(C=C1)[C@@H]1CNCCC1)=O (S)-2-(2-isopropylphenyl)-9-(4-(3-(piperidin-3-yl)-1H-pyrazol-1-yl)benzyl)-7,9-dihydro-8H-purin-8-one